3-(3-fluoro-4-((methylsulfonyl)methyl)phenyl)-7-(1-(piperazin-1-yl)ethyl)-1H-indole-2-carboxylic acid FC=1C=C(C=CC1CS(=O)(=O)C)C1=C(NC2=C(C=CC=C12)C(C)N1CCNCC1)C(=O)O